4-amino-7-fluoro-N-((R)-1-(pyrimidin-2-yl)ethyl)-N-((R)-5-(trifluoromethyl)-2,3-dihydro-1H-inden-1-yl)-1,3-dihydrofuro[3,4-c]quinolin-8-carboxamide NC1=NC=2C=C(C(=CC2C2=C1COC2)C(=O)N([C@@H]2CCC1=CC(=CC=C21)C(F)(F)F)[C@H](C)C2=NC=CC=N2)F